ClC1=CC=C(C=C1)N(C(=O)C12CC(C1)(C2)O)C N-(4-chlorophenyl)-3-hydroxy-N-methylbicyclo[1.1.1]pentane-1-carboxamide